4-((S)-7-(((R)-6-(2-chloro-4-fluorophenyl)-5-(methoxycarbonyl)-2-(thiazol-2-yl)-3,6-dihydropyrimidin-4-yl)methyl)-3-oxohexahydroimidazo[1,5-a]pyrazin-2(3H)-yl)phenylpropionic acid ClC1=C(C=CC(=C1)F)[C@H]1C(=C(NC(=N1)C=1SC=CN1)CN1C[C@@H]2N(CC1)C(N(C2)C2=CC=C(C=C2)C(C(=O)O)C)=O)C(=O)OC